6-(morpholin-4-yl)-12-[(1S,4S)-2-oxa-5-azabicyclo[2.2.1]heptan-5-ylmethyl]-8-oxa-3,5,10-triazatricyclo[7.4.0.02,7]trideca-1(13),2(7),3,5,9,11-hexaene N1(CCOCC1)C1=NC=NC=2C3=CC(=CN=C3OC12)CN1[C@@H]2CO[C@H](C1)C2